N1(CCC1)C1=NC=C(C(=N1)C)[C@@H](C)N1N=CC(=C1)NC(=O)C1=NC(=CN=C1)C1=C(C(=CC=C1C(F)F)Cl)F (R)-N-(1-(1-(2-(Azetidin-1-yl)-4-methylpyrimidin-5-yl)ethyl)-1H-pyrazol-4-yl)-6-(3-chloro-6-(difluoromethyl)-2-fluorophenyl)pyrazine-2-carboxamide